NCCC=1C=NC(=NC1)C1=C(OC2=CC(=NN2C)N(CC)CC(F)F)C=C(C=C1)F 5-[2-[5-(2-aminoethyl)pyrimidin-2-yl]-5-fluorophenoxy]-N-(2,2-difluoroethyl)-N-ethyl-1-methylpyrazol-3-amine